(R)-3-((2-(5-fluoro-1H-pyrrolo[2,3-b]pyridin-3-yl)-6-phenylpyrimidin-4-yl)amino)-4,4-dimethylpentanoic acid FC=1C=C2C(=NC1)NC=C2C2=NC(=CC(=N2)N[C@H](CC(=O)O)C(C)(C)C)C2=CC=CC=C2